1-Undecyl-1-propylpyrrolidinium methansulfonat CS(=O)(=O)[O-].C(CCCCCCCCCC)[N+]1(CCCC1)CCC